tert-butyl 6-(4-chlorobenzyl)-9-(4-cyano-2-fluorophenyl)-7,10-dioxo-2,6,9-triazaspiro[4.5]decane-2-carboxylate ClC1=CC=C(CN2C3(CCN(C3)C(=O)OC(C)(C)C)C(N(CC2=O)C2=C(C=C(C=C2)C#N)F)=O)C=C1